N-(3-bromophenyl)-4-(3-(difluoromethyl)-1-methyl-1H-pyrazol-4-yl)thiazole BrC=1C=C(C=CC1)N1CSC=C1C=1C(=NN(C1)C)C(F)F